O=CCCCCCCCCCC(=O)N 11-oxoundecanamide